(R)-2-amino-6-fluorohexanoic acid N[C@@H](C(=O)O)CCCCF